C1(=CC=CC=C1)N(C(CN)C)C1=CC=CC=C1 diphenyl-propylenediamine